2-amino-1-(2-chlorophenyl)ethanone NCC(=O)C1=C(C=CC=C1)Cl